ClC1=CC=C(C=C1)C=1N=NC(=C(N1)C)C1CN(CCC1)C1CCCC1 3-(4-chlorophenyl)-6-(1-cyclopentylpiperidin-3-yl)-5-methyl-1,2,4-triazine